1-(3-{2-[2-(3-hydrazino-3-oxopropoxy)ethoxy]ethylamino}-3-oxopropyl)-1H-pyrrole-2,5-dione N(N)C(CCOCCOCCNC(CCN1C(C=CC1=O)=O)=O)=O